2-((4-chlorobenzyl)sulfonyl)-5-(4-fluorophenyl)oxazole Sodium tertiary Butoxide CC(C)(C)[O-].[Na+].ClC1=CC=C(CS(=O)(=O)C=2OC(=CN2)C2=CC=C(C=C2)F)C=C1